tert-butyl (R,S)-((5-(4-cyanophenyl)isochroman-1-yl)methyl)carbamate C(#N)C1=CC=C(C=C1)C1=C2CCO[C@H](C2=CC=C1)CNC(OC(C)(C)C)=O